2,5-dicarboxy-tetrahydropyran C(=O)(O)C1OCC(CC1)C(=O)O